4,5,6,7-Tetra-hydro-1,4-oxazepin O1C=CNCCC1